C(C)(C)(C)OC(=O)NCCCCCCO 6-(tert-butoxycarbonyl-amino)hexan-1-ol